BrC=1C(=CC(=C(C1)N[C@H]1CN(CCC1)C(=O)OC(C)(C)C)[N+](=O)[O-])F tert-butyl (R)-3-((5-bromo-4-fluoro-2-nitrophenyl)amino)piperidine-1-carboxylate